[3-(5-Fluoropyridin-3-yl)pyrrolidine-1-carbonyl]-6-methyl-N-(1-methylcyclopropyl)furo[2,3-d]pyrimidin-4-amine FC=1C=C(C=NC1)C1CN(CC1)C(=O)C=1N=C(C2=C(N1)OC(=C2)C)NC2(CC2)C